(4S)-7-chloro-6-(3-fluoro-6-methoxy-2-pyridinyl)-4-methyl-8-(trifluoromethyl)-4H-[1,2,4]triazolo[1,5-a][1,4]benzodiazepine ClC1=C(C=CC2=C1C(=N[C@H](C=1N2N=CN1)C)C1=NC(=CC=C1F)OC)C(F)(F)F